(5-(3-fluoropyridin-2-yl)-1,3,4-oxadiazol-2-yl)methanone FC=1C(=NC=CC1)C1=NN=C(O1)C=O